vinyl tert-butyl peroxide C(C)(C)(C)OOC=C